N1C(=CC2=CC=CC=C12)CC(=O)OC=1NC2=CC=CC=C2C1 indoleacetic acid, indolyl ester